2-(2,6-dioxopiperidin-3-yl)-5-(methyl((1S,2R)-2-(methylamino)cyclopentyl)amino)isoindoline-1,3-dione O=C1NC(CCC1N1C(C2=CC=C(C=C2C1=O)N([C@@H]1[C@@H](CCC1)NC)C)=O)=O